C(C)OC(=O)C=1OC(=NN1)C=1C=NC(=C(C1)F)N1CCC(CC1)(F)F 5-[6-(4,4-Difluoropiperidin-1-yl)-5-fluoropyridin-3-yl]-1,3,4-oxadiazole-2-carboxylic acid ethyl ester